FC1=C(C=CC(=C1)F)C1=NC=C2N1C=CN=C2N2[C@@H](C[C@@H](C2)OCC=CC=2C1=C(N(N=C1C=CC2)C)CCCN2C(C1=CC=CC=C1C2=O)=O)C(=O)OC methyl (2S,4S)-1-[3-(2,4-difluorophenyl)imidazo[1,5-a]pyrazin-8-yl]-4-[3-[3-[3-(1,3-dioxoisoindolin-2-yl)propyl]-2-methyl-indazol-4-yl]allyloxy]-pyrrolidine-2-carboxylate